4-(3-aminopropyl)-9-fluoro-1-thioxo-2,4-dihydro-[1,2,4]triazolo[4,3-a]quinazolin-5(1H)-one NCCCN1C=2N(C3=C(C=CC=C3C1=O)F)C(NN2)=S